[4-[4-(trifluoromethoxy)phenyl]sulfonylmorpholin-2-yl]benzothiophene-2-carboxamide FC(OC1=CC=C(C=C1)S(=O)(=O)N1CC(OCC1)C1=C(SC2=C1C=CC=C2)C(=O)N)(F)F